CC=1C=NN(C1)CCC 1-(4-methyl-1H-pyrazol-1-yl)propan